(S)-2-((4-ethyl-6-methyl-2-(trifluoromethyl)pyrimidin-5-yl)sulfonyl)-6-((tetrahydrofuran-3-yl)methyl)-2,6-diazaspiro[3.3]heptane C(C)C1=NC(=NC(=C1S(=O)(=O)N1CC2(C1)CN(C2)C[C@H]2COCC2)C)C(F)(F)F